C(C)(C)(C)OC(=O)N1CC(=CC1)C1=C(C=C(C(=C1)F)F)C(=O)OC 3-(4,5-Difluoro-2-(methoxycarbonyl)phenyl)-2,5-dihydro-1H-pyrrole-1-carboxylic acid tert-butyl ester